C1(=CC=CC=C1)C1=NC(=NC(=N1)C1=CC=CC=C1)C1=C(C=CC=C1)O 2-(4,6-diphenyl-1,3,5-triazine-2-yl)phenol